2-(4-bromo-2-fluoro-3-methoxyphenyl)-4-(trifluoromethyl)-1H-imidazole BrC1=C(C(=C(C=C1)C=1NC=C(N1)C(F)(F)F)F)OC